OCC=1C=C2CCN(C(C2=CC1)=O)C 6-(hydroxymethyl)-2-methyl-1,2,3,4-tetrahydroisoquinolin-1-one